C(C=C)(=O)N1CCN(CC1)C(CN1C2=C(N=C(C1)NC1=C(C(=CC(=C1Cl)OC)OC)Cl)C=CC(=N2)Cl)=O 4-(2-(4-acryloylpiperazin-1-yl)-2-oxoethyl)-6-chloro-2-(2,6-dichloro-3,5-dimethoxyanilino)pyrido[2,3-b]Pyrazine